C(#CCCCC)C(COC)(C1=CC=CC=C1)C1NC(N2C1=CC=1C=CC=CC21)=O 1-(hex-1-yn-1-yl)-2-methoxy-1-phenylethyl-1,2-dihydro-3H-imidazo[1,5-a]indol-3-one